tert-butyl 1-(1-(6-chloro-5-methoxy-4-methylpyridin-3-yl) ethyl)-1H-1,2,3-triazole-4-carboxylate ClC1=C(C(=C(C=N1)C(C)N1N=NC(=C1)C(=O)OC(C)(C)C)C)OC